NC1(CC(OC2=C(C=CC=C12)F)C)CO (4-amino-8-fluoro-2-methylchroman-4-yl)methanol